3-((N,N-dimethylamino)dimethylsilyl)styrene CN(C)[Si](C=1C=C(C=C)C=CC1)(C)C